1,1-difluoro-1-(2-fluoro-3-((R)-1-((7-((S)-hexahydropyrazino[2,1-c][1,4]oxazin-8(1H)-yl)-4-methylpyrido[3,4-d]pyridazin-1-yl)amino)ethyl)phenyl)-2-methylpropan-2-ol FC(C(C)(O)C)(C1=C(C(=CC=C1)[C@@H](C)NC1=C2C(=C(N=N1)C)C=NC(=C2)N2C[C@H]1COCCN1CC2)F)F